DIVinyl Ether C(=C)OC=C